ClC1=NC(=C(C=C1)F)C=O 2-Chloro-5-fluoropyridine-6-carbaldehyde